6-((3,4-dimethylphenyl)amino)nicotinic acid CC=1C=C(C=CC1C)NC1=NC=C(C(=O)O)C=C1